5-(3-(6-((4-(2-(2,6-Dioxopiperidin-3-yl)-1-oxoisoindolin-4-yl)but-3-yn-1-yl)carbamoyl)pyridin-3-yl)isoquinolin-8-yl)-N-methyl-7-(2-oxopyrrolidin-1-yl)-1H-indole-3-carboxamide O=C1NC(CCC1N1C(C2=CC=CC(=C2C1)C#CCCNC(=O)C1=CC=C(C=N1)C=1N=CC2=C(C=CC=C2C1)C=1C=C2C(=CNC2=C(C1)N1C(CCC1)=O)C(=O)NC)=O)=O